NC1=NC(=CC(=N1)C=1C(=C(C#N)C=CC1)C)C=1N=NN(C1)CC1=CNC2=CC(=CC=C12)F 3-(2-amino-6-(1-((6-fluoro-1H-indol-3-yl)methyl)-1H-1,2,3-triazol-4-yl)pyrimidin-4-yl)2-methylbenzonitrile